disodium inosine-5'-triphosphate P([O-])(=O)(OP(=O)([O-])OP(=O)(O)O)OC[C@@H]1[C@H]([C@H]([C@@H](O1)N1C=NC=2C(O)=NC=NC12)O)O.[Na+].[Na+]